6-(fluoromethyl)-5-((1S,2R)-2-isopropylcyclopropyl)pyridine FCC1=C(C=CC=N1)[C@@H]1[C@H](C1)C(C)C